[I-].CN(C=1C=CC2=NC3=CC=C(C=C3[S+]=C2C1)NC)C 3-(dimethylamino)-7-(methylamino)phenothiazin-5-ium iodide